tert-butyl 4-[2-(2-hydroxyethoxy)ethoxy]piperidine-1-carboxylate OCCOCCOC1CCN(CC1)C(=O)OC(C)(C)C